(S)-5,5,6,6,6-pentafluoro-2-(naphthalen-2-yl)hexanenitrile FC(CC[C@H](C#N)C1=CC2=CC=CC=C2C=C1)(C(F)(F)F)F